N1(N=CC=C1)CC1=CC2=C(C(=NO2)C2=C(C=CC=C2N2CCC(CC2)N)S(=O)(=O)N)C(=C1)OC (6-((1H-pyrazol-1-yl)methyl)-4-methoxybenzo[d]isoxazol-3-yl)-3-(4-aminopiperidin-1-yl)benzenesulfonamide